P(O)(=O)(OP(=O)(O)OP(=O)(O)O)OC[C@@H]1C[C@H]([C@@H](O1)N1C=NC=2C(N)=NC=NC12)O 3'-deoxyadenosine-5'-triphosphate